C1(=CC=CC=C1)C[C@H](N)C(=O)[NH-] 3-phenylalanyl-amide